ClC1=C(C(=O)NC=2C=C3C=C(N(C3=CC2)COC)C(=O)NC2=CC=CC=3CCCCC23)C=C(C=C1)CNC(C(C)C)=O 5-(2-chloro-5-(isobutyrylaminomethyl)benzoylamino)-1-(methoxymethyl)-N-(5,6,7,8-tetrahydronaphthalen-1-yl)-1H-indole-2-carboxamide